6-fluorochromane-3-carboxylic acid FC=1C=C2CC(COC2=CC1)C(=O)O